N-(cyclopentylmethyl)-2-({2-cyclopropyl-4-[(pyridin-2-yl)methoxy]phenyl}amino)benzamide C1(CCCC1)CNC(C1=C(C=CC=C1)NC1=C(C=C(C=C1)OCC1=NC=CC=C1)C1CC1)=O